6-[[5-[(6-cyano-4-methyl-3-pyridinyl)oxy]-3-methyl-imidazo[4,5-b]pyridin-7-yl]amino]-N-(3-methoxypropyl)pyridine-3-carboxamide C(#N)C1=CC(=C(C=N1)OC1=CC(=C2C(=N1)N(C=N2)C)NC2=CC=C(C=N2)C(=O)NCCCOC)C